FC=1C=C(C=CC1F)C=1C=C2C(=NC1)N(C(N2CC(=O)N2CC(C2)F)=O)C 6-(3,4-difluorophenyl)-1-[2-(3-fluoroazetidin-1-yl)-2-oxo-ethyl]-3-methyl-imidazo[4,5-b]pyridin-2-one